perfluoro (propyl)methyl ether C(CC)COF